6-phenyl-4,5,6,7-tetrahydro-1H-indazole-3-carboxylic acid ethyl ester C(C)OC(=O)C1=NNC=2CC(CCC12)C1=CC=CC=C1